C(C)(C)N1C2=C(OCC1)C(=NC=N2)N 8-isopropyl-6,7-dihydropyrimido[5,4-b][1,4]oxazin-4-amine